4-(4-bromophenyl)-6-(tetrahydro-2H-thiopyran-4-yl)-1H-pyrazolo[4,3-c]pyridin-3-amine BrC1=CC=C(C=C1)C1=NC(=CC2=C1C(=NN2)N)C2CCSCC2